3-chloro-2,3,4,5-tetrahydro-2-oxo-1H-1-benzazepine ClC1C(NC2=C(CC1)C=CC=C2)=O